ClC1=CC(=C(C(=C1)C)C(O)C1=C(C2=C(S1)C=C(C=C2)F)Cl)C (4-chloro-2,6-dimethylphenyl)(3-chloro-6-fluorobenzo[b]thiophen-2-yl)methanol